6-chloro-2-(2-(trifluoromethyl)pyridin-4-yl)-1,2,3,4-tetrahydroisoquinoline ClC=1C=C2CCN(CC2=CC1)C1=CC(=NC=C1)C(F)(F)F